4-fluoro-1-methyl-8-(piperidin-4-yl)-6H-chromeno[8,7-d]oxazole-2,6(1H)-dione hydrochloride Cl.FC1=CC=2C(C=C(OC2C=2N(C(OC21)=O)C)C2CCNCC2)=O